ICO[Si](OC)(OC)C1=CC=CC=C1 iodophenyl-trimethoxysilane